glycidyl oleate (glycidyl methacrylate) C(C1CO1)C=C(C(=O)O)C.C(CCCCCCC\C=C/CCCCCCCC)(=O)OCC1CO1